2,6-dimethylpiperidinochlorosilane CC1N(C(CCC1)C)[SiH2]Cl